4-(4-(4-propenoylpiperazin-1-yl)phenyl)-6-(2-hydroxy-2-methylpropyloxy)pyrazolo[1,5-a]pyridine-3-carbonitrile C(C=C)(=O)N1CCN(CC1)C1=CC=C(C=C1)C=1C=2N(C=C(C1)OCC(C)(C)O)N=CC2C#N